1-(3-(4-methoxyphenyl)-1,2,4-oxadiazol-5-yl)-N-((1-((4-methylthiazol-5-yl)methyl)pyrrolidin-3-yl)methyl)piperidine-4-carboxamide COC1=CC=C(C=C1)C1=NOC(=N1)N1CCC(CC1)C(=O)NCC1CN(CC1)CC1=C(N=CS1)C